O1CCC(CC1)COC1=NC=CC(=C1)C(=O)O (oxan-4-ylmethoxy)pyridine-4-carboxylic acid